C(C=C)#N.[Bi].[Mo] molybdenum-bismuth acrylonitrile